(6-(2,2-difluoroethoxy)-4-(4-(difluoromethoxy) phenyl)-2-(2-methyl-2H-indazol-5-yl)-3-oxo-2,3-dihydropyrido[3,2-c]pyridazin-8-yl) methanesulfonate CS(=O)(=O)OC1=CC(=NC=2C1=NN(C(C2C2=CC=C(C=C2)OC(F)F)=O)C2=CC1=CN(N=C1C=C2)C)OCC(F)F